3,5-dibromo-2,4-dihydroxybenzaldehyde BrC=1C(=C(C=O)C=C(C1O)Br)O